(S)-3-((4-(cyclopropylethynyl)-6-fluoro-2-oxo-4-(trifluoromethyl)-1,2,3,4-tetrahydroquinazolin-7-yl)methyl)benzo[d]oxazol-2(3H)-one C1(CC1)C#C[C@@]1(NC(NC2=CC(=C(C=C12)F)CN1C(OC2=C1C=CC=C2)=O)=O)C(F)(F)F